C1CC12CCN(CC2)CC2=CC(=C1CN(C(C1=C2)=O)C2=CC(=CC=C2)C2(COC2)CC2=NN=CN2C)C(F)(F)F 6-((6-azaspiro[2.5]octan-6-yl)methyl)-2-(3-(3-((4-methyl-4H-1,2,4-triazol-3-yl)methyl)oxetan-3-yl)phenyl)-4-(trifluoromethyl)isoindolin-1-one